(6E)-9-chloro-6-nonenyl acetate C(C)(=O)OCCCCC\C=C\CCCl